C(C)(C)(C)OC(=O)N1C2CN(CC1CC2)C2=NC(N1CCOC=3C(=NC=C2C31)C3=CC(=CC1=CC=C(C(=C31)C#C)F)OCOC)=O tert-butyl-3-(9-(8-ethynyl-7-fluoro-3-(methoxymethoxy)naphthalen-1-yl)-4-oxo-2,3-dihydro-4H-1-oxa-3a,5,8-triazaphenalen-6-yl)-3,8-diazabicyclo[3.2.1]octane-8-carboxylate